4-(6-(Cyclopentyl-(methyl)amino)-4-methylpyridinamido)benzoic acid C1(CCCC1)N(C1=CC(=CC(=N1)C(=O)NC1=CC=C(C(=O)O)C=C1)C)C